2-((2-(4-((1H-Indazol-5-yl)ethynyl)-[2,4'-bipyrimidin]-2'-yl)isoindolin-5-yl)oxy)-N-methylacetamide N1N=CC2=CC(=CC=C12)C#CC1=NC(=NC=C1)C1=NC(=NC=C1)N1CC2=CC=C(C=C2C1)OCC(=O)NC